(S)-4-(2-(4-(hydroxymethyl)thiazol-2-yl)-2-pivaloylaminoethyl)phenylaminosulfonic acid OCC=1N=C(SC1)[C@H](CC1=CC=C(C=C1)NS(=O)(=O)O)NC(C(C)(C)C)=O